2-(2,2-difluoroacetyl)hydrazin FC(C(=O)NN)F